C(#N)C1=CC(=C(C=C1)C1C(=C(NC2=C(C=NC(=C12)OCC1(CC1)C#N)C)C)C(=O)O)OC 4-(4-cyano-2-methoxyphenyl)-5-((1-cyanocyclopropyl)methoxy)-2,8-dimethyl-1,4-dihydro-1,6-naphthyridine-3-carboxylic acid